BN monoborylamine